ClC1=CC=C(C=C1)C(N1CCN(CC1)CC1=C(C#N)C=CC=C1)C1=CC=C(C=C1)Cl 2-((4-(bis(4-chlorophenyl)methyl)piperazin-1-yl)methyl)benzonitrile